((R)-1-((S)-tert-butylsulfinyl)pyrrolidin-2-yl)-3,6-difluoropyridine C(C)(C)(C)[S@](=O)N1[C@H](CCC1)C1=NC(=CC=C1F)F